3β,25-dihydroxy-cholesta-5,7-diene O[C@@H]1CC2=CC=C3[C@@H]4CC[C@H]([C@@H](CCCC(C)(C)O)C)[C@]4(CC[C@@H]3[C@]2(CC1)C)C